5-((5-cyano-3-(2,2,2-trifluoroethoxy)pyridin-2-yl)oxy)-N-(4-methyl-1,1-dioxidotetrahydro-2H-thiopyran-4-yl)pyrazolo[1,5-a]pyridine-2-carboxamide C(#N)C=1C=C(C(=NC1)OC1=CC=2N(C=C1)N=C(C2)C(=O)NC2(CCS(CC2)(=O)=O)C)OCC(F)(F)F